ClC1=NC(=CC(=N1)NS(=O)(=O)C=1C=C(C(=O)O)C=CC1)SC 3-[(2-chloro-6-methylsulfanyl-pyrimidin-4-yl)sulfamoyl]benzoic acid